Ethyl 5-nitro-1H-imidazole-2-carboxylate [N+](=O)([O-])C1=CN=C(N1)C(=O)OCC